2-bromo-8-(4-chlorophenoxy)-5,6,7,8-tetrahydro-[1,2,4]triazolo[1,5-a]pyridine BrC1=NN2C(C(CCC2)OC2=CC=C(C=C2)Cl)=N1